[Si](C)(C)(C(C)(C)C)OC[C@@H](C1=CC=C(C=C1)Cl)N(C(OCC1=CC=CC=C1)=O)C benzyl (R)-(2-((tert-butyldimethylsilyl)oxy)-1-(4-chlorophenyl)ethyl)(methyl)carbamate